3-(2-hydroxy-2,2-diphenylethoxy)quinuclidine hydrochloride Cl.OC(COC1CN2CCC1CC2)(C2=CC=CC=C2)C2=CC=CC=C2